Bromo-acetonitrile BrCC#N